C(#N)C1CC2(C1)C[C@H](N(CC2)CC2=C1C=CNC1=C(C=C2OC)C)C2=CC=C(C(=O)N[C@H](CC(=O)O)C)C=C2 (S)-3-(4-((2R,4r,6S)-2-cyano-7-((5-methoxy-7-methyl-1H-indol-4-yl)methyl)-7-azaspiro[3.5]nonan-6-yl)benzamido)butanoic acid